2-[5-[4-[4-(Dimethyl-amino)phenyl]phenyl]-1H-pyrazol-4-yl]-1-methyl-2,3-dihydroquinazolin-4-one CN(C1=CC=C(C=C1)C1=CC=C(C=C1)C1=C(C=NN1)C1N(C2=CC=CC=C2C(N1)=O)C)C